tert-butyl 3-(2-((3,5-dimethylphenyl)amino)-2-oxoethyl)azetidine-1-carboxylate CC=1C=C(C=C(C1)C)NC(CC1CN(C1)C(=O)OC(C)(C)C)=O